COC(=O)C1=NNC(=N1)SCC methyl-5-methylsulfanyl-1,2,4-triazole-3-carboxylic acid methyl ester